ClC=1C=C(CN2CC3=C(CC2)N(N(C3=O)CC3=CC=C(C=C3)Cl)C3=CC=CC=C3)C=CC1 5-(3-chlorobenzyl)-2-(4-chlorobenzyl)-1-phenyl-1,2,4,5,6,7-hexahydro-3H-pyrazolo[4,3-c]pyridin-3-one